methyl-3-(3,5-di-t-butyl-hydroxyphenyl)propionate COC(CCC1=C(C(=CC(=C1)C(C)(C)C)C(C)(C)C)O)=O